N1CCCCC1 perhydropyridine